Adenosine 5'-monophosphorate P(O)(O)(=O)OC[C@@H]1[C@H]([C@H]([C@@H](O1)N1C=NC=2C(N)=NC=NC12)O)O